3-(3,6-di-tert-butyl-9H-carbazol-9-yl)-3-methyl-5'-trifluoromethyl-5-(2,4,4-trimethylpentan-2-yl)biphenyl-2-ol C(C)(C)(C)C=1C=CC=2N(C3=CC=C(C=C3C2C1)C(C)(C)C)C1(C(C(=CC(=C1)C(C)(CC(C)(C)C)C)C1=CC=CC(=C1)C(F)(F)F)O)C